FC([C@H]1N(C(OC1)=O)C=1N=C2N(CCOC3=C2C=CC(=C3)N[C@H](C(=O)N)CF)C1)F (R)-2-((2-((S)-4-(Difluoromethyl)-2-oxooxazolidin-3-yl)-5,6-dihydrobenzo[f]imidazo[1,2-d][1,4]oxazepin-9-yl)amino)-3-fluoropropionamide